bromo-6-methylpyridin BrC1=NC(=CC=C1)C